O1N=C(C=N1)C(=N)N 1,2,5-oxadiazole-3-carboxamidine